O=C1C2(CN(C2)C(=O)OC(C)(C)C)CNCC1 tert-butyl 5-oxo-2,8-diazaspiro[3.5]nonane-2-carboxylate